7-METHYL-1H-INDAZOLE-5-CARBALDEHYDE CC=1C=C(C=C2C=NNC12)C=O